5-(4-(6-bromoimidazo[1,2-a]pyridin-3-yl)pyrimidin-2-yl)-N2-propylpyridin-2,5-diamine BrC=1C=CC=2N(C1)C(=CN2)C2=NC(=NC=C2)C2(CC=C(N=C2)NCCC)N